(3-(trifluoromethyl)benzylidene)hydrazine FC(C=1C=C(C=NN)C=CC1)(F)F